FCCN1CC(C1)NC1=NC=C(C=C1)NC=1N=CC2=C(N1)C(=NC=C2)C2=C(C=CC=C2)F N2-(1-(2-fluoroethyl)azetidin-3-yl)-N5-(8-(2-fluorophenyl)pyrido[3,4-d]pyrimidin-2-yl)pyridine-2,5-diamine